3-(5-(2-(4-(4-aminophenyl)piperazin-1-yl)-8-azaspiro[4.5]decan-8-yl)-1-oxoisoindolin-2-yl)piperidine-2,6-dione NC1=CC=C(C=C1)N1CCN(CC1)C1CC2(CC1)CCN(CC2)C=2C=C1CN(C(C1=CC2)=O)C2C(NC(CC2)=O)=O